(2,5-Dihydro-1H-pyrrol-1-yl)(4-ethoxyphenyl)methanone N1(CC=CC1)C(=O)C1=CC=C(C=C1)OCC